FC=1C=C(C=CC1OC)C1=CN=C2N1C=CN=C2NC2=CC(=C(C(=O)NCCCN1CC(NCC1)C(=O)O)C=C2)C 4-(3-(4-((3-(3-fluoro-4-methoxyphenyl)imidazo[1,2-a]pyrazin-8-yl)amino)-2-methylbenzamido)propyl)piperazine-2-carboxylic acid